{3-[(cyclopropylmethyl-amino)-(2-fluoro-phenyl)-methyl]-phenyl}-amide C1(CC1)CNC(C=1C=C(C=CC1)[NH-])C1=C(C=CC=C1)F